3-(3-(4-((2-(1-(6-(2-HYDROXYPHENYL)PYRIDAZIN-4-YL)-4-PHENYLPIPERIDINE-4-CARBONYL)-2,7-DIAZASPIRO[3.5]NONAN-7-YL)METHYL)PIPERIDIN-1-YL)PHENYL)PIPERIDINE OC1=C(C=CC=C1)C1=CC(=CN=N1)N1CCC(CC1)(C(=O)N1CC2(C1)CCN(CC2)CC2CCN(CC2)C=2C=C(C=CC2)C2CNCCC2)C2=CC=CC=C2